1-((3S,4S)-4-(3-((4-amino-5-(4-chloro-3-methoxyphenyl)-7-methyl-7H-pyrrolo[2,3-d]pyrimidin-6-yl)ethynyl)azetidin-1-yl)-3-hydroxypiperidin-1-yl)prop-2-en-1-one NC=1C2=C(N=CN1)N(C(=C2C2=CC(=C(C=C2)Cl)OC)C#CC2CN(C2)[C@@H]2[C@H](CN(CC2)C(C=C)=O)O)C